CC1=CCCC(=C)/C=C/[C@H](CC1)C(C)CC(=O)C=C(C)C The molecule is a diterpenoid that is cyclodeca-1,6-diene substituted by a methyl group at position 8, a methylidene group at position 4 and a 2-methyl-4-oxohept-2-en-6-yl group at position 1. It has been isolated from the Hainan soft coral Lobophytum cristatum. It has a role as a coral metabolite. It is a diterpenoid and an enone.